The molecule is a glycoside that consists of alpha-D-galactosyl-(1->4)-beta-D-galactosyl-(1->4)-beta-D-glucose having a 2-(2-aminocarbonylethylthio)ethyl moiety attached to the reducing end anomeric centre. It is a glycoside, an aliphatic sulfide, a trisaccharide derivative and a monocarboxylic acid amide. C(CSCCO[C@H]1[C@@H]([C@H]([C@@H]([C@H](O1)CO)O[C@H]2[C@@H]([C@H]([C@H]([C@H](O2)CO)O[C@@H]3[C@@H]([C@H]([C@H]([C@H](O3)CO)O)O)O)O)O)O)O)C(=O)N